Dipropyleneglycol Diacrylate C(C=C)(=O)OC(C)COC(C)COC(C=C)=O